3,5-dibromo-2-methoxyaniline BrC=1C(=C(N)C=C(C1)Br)OC